COC(=O)C1C(OC2=C1C=CC=C2)Cl chloro-2,3-dihydrobenzofuran-3-carboxylic acid methyl ester